FC=1C=C(OC2=C(C3=C(CN(S3)C)C=C2)C)C=C(C1)F 6-(3,5-difluorophenoxy)-2,7-dimethylbenzo[d]isothiazole